3-(1-((tert-butyldiphenylsilyl)oxy)ethyl)-3H-diazirine [Si](C1=CC=CC=C1)(C1=CC=CC=C1)(C(C)(C)C)OC(C)C1N=N1